4-hydroxymethyl-6,7-dimethyl-1,3,3a,4-tetrahydro-pyrrolo[3,4-c]pyridine-2-carboxylic acid tert-butyl ester C(C)(C)(C)OC(=O)N1CC2C(N=C(C(=C2C1)C)C)CO